2-((5-(tert-butyl)-1-((3R,4S)-4-hydroxytetrahydrofuran-3-yl)-1H-pyrazol-3-yl)amino)-1-methyl-6-(pyrazolo[1,5-a]pyrazin-3-yloxy)-1H-imidazo[4,5-b]pyridine-7-carbonitrile C(C)(C)(C)C1=CC(=NN1[C@@H]1COC[C@H]1O)NC=1N(C=2C(=NC=C(C2C#N)OC=2C=NN3C2C=NC=C3)N1)C